ClC=1C=C(C=CC1Cl)N1C(N(C2(C1=O)CCN(CC2)CC2CCOCC2)CC)=O (3,4-dichlorophenyl)-1-ethyl-8-((tetrahydro-2H-pyran-4-yl)methyl)-1,3,8-triazaspiro[4.5]decane-2,4-dione